3-methoxy-3-methyl-1-(2-(3-methyl-3H-[1,2,3]triazolo[4,5-b]pyridin-6-yl)thieno[2,3-d]pyrimidin-6-yl)cyclobutanol COC1(CC(C1)(O)C1=CC2=C(N=C(N=C2)C=2C=C3C(=NC2)N(N=N3)C)S1)C